5-bromo-4-fluoro-2-(((2-toluenesulfonylhydrazino)methyl)phenyl)piperazine-1-carboxylic acid tert-butyl ester C(C)(C)(C)OC(=O)N1C(CN(C(C1)Br)F)C1=C(C=CC=C1)CNNS(=O)(=O)CC1=CC=CC=C1